CC1=CC=C(C=C1)C1=C(C(=C(C=C1)[S+](C1=CC=CC=C1)C1=CC=CC=C1)C1=CC=C(C=C1)C)C1=CC=C(C=C1)C tri(4-methylphenyl)triphenylsulfonium